morpholino(8-((4-(propylamino)-3-(trifluoromethyl)-1H-pyrrolo[2,3-b]pyridin-6-yl)amino)-2,3-dihydrobenzo[b][1,4]dioxin-5-yl)methanone O1CCN(CC1)C(=O)C1=CC=C(C=2OCCOC21)NC2=CC(=C1C(=N2)NC=C1C(F)(F)F)NCCC